5-fluoro-4-(8-fluoro-4-isopropyl-3,4-dihydro-2H-benzo[b][1,4]oxazin-6-yl)-N-(5-(piperidin-4-ylmethoxy)pyridin-2-yl)pyridin-2-amine FC=1C(=CC(=NC1)NC1=NC=C(C=C1)OCC1CCNCC1)C1=CC2=C(OCCN2C(C)C)C(=C1)F